C(CC)OCC1=NC=C(C=N1)B1OC(C(O1)(C)C)(C)C 2-(propoxymethyl)-5-(4,4,5,5-Tetramethyl-1,3,2-dioxaborolan-2-yl)pyrimidin